2-(3,5-dichloro-4-((2'-oxospiro[cyclobutane-1,3'-indoline]-5'-yl)oxy)phenyl)-3,5-dioxo-2,3,4,5-tetrahydro-1,2,4-triazine-6-carbonitrile ClC=1C=C(C=C(C1OC=1C=C2C3(C(NC2=CC1)=O)CCC3)Cl)N3N=C(C(NC3=O)=O)C#N